tert-Butyl 3-(7-bromo-5-(2,2,2-trifluoroethoxy)benzo[d]oxazol-2-yl)-3,6-diazabicyclo[3.1.1]heptane-6-carboxylate BrC1=CC(=CC=2N=C(OC21)N2CC1N(C(C2)C1)C(=O)OC(C)(C)C)OCC(F)(F)F